[2-(methylsulfanyl)-4-(prop-2-ylamino)pyrimidin-5-yl]methanol CSC1=NC=C(C(=N1)NC(C)C)CO